FC(O[Si](OC(F)(F)F)(OC(F)(F)F)C(C(C(C(C(C(C(C(C(C(F)(F)F)(F)F)(F)F)(F)F)(F)F)(F)F)(F)F)(F)F)(F)F)(F)F)(F)F perfluorodecyltrimethyloxysilane